FC(C1=NN(C(=C1)CC)C1=NC(=CC=C1C(C)O)N1C=NC2=C1C=CC(=C2)NC=2N=NC(=CC2)C)F 1-[2-[3-(difluoromethyl)-5-ethyl-pyrazol-1-yl]-6-[5-[(6-methylpyridazin-3-yl)amino]benzimidazol-1-yl]-3-pyridinyl]ethanol